C1(=CC=CC=C1)[C@@H](CC)N |r| (R/S)-(-/+)-1-phenylpropylamine